4-(6-((4-Chloro-2-fluorobenzyl)oxy)pyridin-2-yl)-2-fluorophenol ClC1=CC(=C(COC2=CC=CC(=N2)C2=CC(=C(C=C2)O)F)C=C1)F